P-styrylphosphine C(=CC1=CC=CC=C1)P